2,3'-dimethylbenzophenone CC1=C(C(=O)C2=CC(=CC=C2)C)C=CC=C1